C(C)(=O)NC1=CC=C(C=N1)C1=C(C2=C(N=CN=C2N)N1C1(CC1)C)C(=O)NC1=CC=C(C=C1)COC 6-(6-acetamidopyridin-3-yl)-4-amino-N-(4-(methoxymethyl)phenyl)-7-(1-methylcyclopropyl)-7H-pyrrolo[2,3-d]pyrimidine-5-carboxamide